3-[2-[2-[[2-[2,6-bis(oxidanylidene)piperidin-3-yl]-1-oxidanylidene-3H-isoindol-5-yl]oxy]ethoxy]ethoxy]propanoic acid O=C1NC(CCC1N1C(C2=CC=C(C=C2C1)OCCOCCOCCC(=O)O)=O)=O